NC1=NN(C2=NC(=CC(=C21)C2=CC=C(C=C2)N)N2CC1(CN(C1)C(C(C)C)=O)C2)C 1-(6-(3-amino-4-(4-aminophenyl)-1-methyl-1H-pyrazolo[3,4-b]pyridin-6-yl)-2,6-diazaspiro[3.3]heptan-2-yl)-2-methylpropan-1-one